COC1=C(C(=CC2=C1C1=CC(=C(C(C=C1[C@H](CC2)NC(C)=O)=O)OC)C)OC)OC (S)-N-(1,2,3,10-tetramethoxy-11-methyl-9-oxo-5,6,7,9-tetrahydrobenzo[a]heptalen-7-yl)acetamide